C(CCCCCCCC)(=O)C1=CC=C(C=C1)B(O)O 4-Nonanoylphenylboronic acid